(E)-geranyl chloride C(\C=C(/C)\CCC=C(C)C)Cl